4-[5-chloro-2-(2-fluoro-4-pyridyl)-6-oxo-1H-pyrimidin-4-yl]-1,4-oxaazepan-6-one ClC1=C(N=C(NC1=O)C1=CC(=NC=C1)F)N1CCOCC(C1)=O